C(C)N(C(=O)C1=C(C=CC(=C1)F)C=1C=2N(C=C(C1)N1CCN(CC1)C(=O)OC(C)(C)C)C(=NC2)C(F)(F)F)C(C)C tert-Butyl 4-(8-{2-[ethyl(isopropyl)carbamoyl]-4-fluorophenyl}-3-(trifluoromethyl)imidazo[1,5-a]pyridin-6-yl)piperazine-1-carboxylate